ClC=1C=CC(=C(C1)C=1C=C(C=2OCCNC2N1)NC1=C(C=NC=C1)C(=O)NC1CCNCC1)F 4-{[6-(5-chloro-2-fluorophenyl)-2H,3H,4H-pyrido[3,2-b][1,4]-oxazin-8-yl]amino}-N-(piperidin-4-yl)pyridine-3-carboxamide